C1=CC=C(C=2C3=CC=CC=C3NC12)C#N carbazole-4-carbonitrile